(2-phenylpiperazin-1-yl)(3-((2-(trifluoromethoxy)phenyl)ethynyl)-1H-indazol-5-yl)methanone C1(=CC=CC=C1)C1N(CCNC1)C(=O)C=1C=C2C(=NNC2=CC1)C#CC1=C(C=CC=C1)OC(F)(F)F